CN(C=1C=C(C2=C(N(C(N(C2=O)C)=O)C)N1)NCC(=O)NC1=CC=CC=C1)C 2-{[7-(dimethylamino)-1,3-dimethyl-2,4-dioxo-1,2,3,4-tetrahydropyrido[2,3-d]pyrimidin-5-yl]amino}-N-phenylacetamide